C=1(C(=C(C(=CC1)C)O)O)C para-xylenediol